4-methyl-1-(oxetan-3-yl)piperidin CC1CCN(CC1)C1COC1